C(CCCC)C=1C=NC(=NC1)OC1CNCC1 3-((5-pentylpyrimidin-2-yl)oxy)pyrrolidin